BrC=1C=C2C(C(NC2=CC1)=O)=NN=C1SCC(N1C1=CC=C(C=C1)C(C)(C)C)=O 5-bromo-3-(2-(3-(4-tert-butylphenyl)-4-oxothiazolidine-2-ylidene)hydrazono)-1H-indol-2-one